3-((methylamino)methyl)pyrrolidine-1-carboxylic acid CNCC1CN(CC1)C(=O)O